5,6-bis(4-hydroxyphenyl)-N-(4-methoxyphenyl)-N-phenyl-7-oxabicyclo[2.2.1]hept-5-ene-2-sulfonamide OC1=CC=C(C=C1)C=1C2CC(C(C1C1=CC=C(C=C1)O)O2)S(=O)(=O)N(C2=CC=CC=C2)C2=CC=C(C=C2)OC